6''-((6-AMINOPYRIMIDIN-4-YL)AMINO)-8''-METHYL-2''H-DISPIRO[CYCLOPENTANE-1,1'-CYCLOPENTANE-3',3''-IMIDAZO[1,5-A]PYRIDINE]-1'',5''-DIONE NC1=CC(=NC=N1)NC1=CC(=C2N(C1=O)C1(NC2=O)CC2(CC1)CCCC2)C